ClC1=C(C=CC=C1)[C@@H](C)OC(=O)NC1=C(N=NN1C)C1=CC=C(C=C1)NC(=O)[C@H]1C([C@@H]1C(=O)OC)(F)F methyl (1S,3S)-3-((4-(5-((((R)-1-(2-chlorophenyl)ethoxy)carbonyl)amino)-1-methyl-1H-1,2,3-triazol-4-yl)phenyl)carbamoyl)-2,2-difluorocyclopropane-1-carboxylate